4-(2-acetyl-1,2,3,4-tetrahydroisoquinolin-6-yl)quinoline-2-carbaldehyde C(C)(=O)N1CC2=CC=C(C=C2CC1)C1=CC(=NC2=CC=CC=C12)C=O